[Ce].[W].[Mo].[Ni] Nickel-molybdenum-tungsten-cerium